C(C1=CC=CC=C1)ON=C(CC[C@@H](C(=O)OCC)N)C(Br)Br ethyl (S)-5-(benzyloxyimino)-6,6-dibromo-2-aminocaproate